5-(4-(3-butyramidobenzyl)piperazin-1-yl)-6-fluoro-N-methylpicolinamide C(CCC)(=O)NC=1C=C(CN2CCN(CC2)C=2C=CC(=NC2F)C(=O)NC)C=CC1